(4R,4'R)-6-chloro-4'-[(ethylamino)methyl]-1'-(4-isoquinolyl)-2-[(tetrahydropyran-4-ylmethyl)]spiro[3H-isoquinoline-4,3'-pyrrolidine]-1,2'-dione ClC=1C=C2C(=CC1)C(N(C[C@]21C(N(C[C@H]1CNCC)C1=CN=CC2=CC=CC=C12)=O)CC1CCOCC1)=O